(1S)-2-[propyl-[2-[2-(trifluoromethyl)pyrimidin-5-yl]ethyl]amino]-1-(3-pyridyl)ethanol C(CC)N(C[C@@H](O)C=1C=NC=CC1)CCC=1C=NC(=NC1)C(F)(F)F